1-ethyl-4-[4-(4,4,5,5-tetramethyl-1,3,2-dioxaborolan-2-yl)phenyl]piperidine C(C)N1CCC(CC1)C1=CC=C(C=C1)B1OC(C(O1)(C)C)(C)C